NC1=NC=C(C2=C1C=NN2C2OCCCC2)NC(C(=O)N2C(CCCC2)C2=CC(=CC=C2)N(CC)CC)=O N-(4-Amino-1-tetrahydropyran-2-yl-pyrazolo[4,3-c]pyridin-7-yl)-2-[2-[3-(diethylamino)phenyl]-1-piperidyl]-2-oxo-acetamide